C(C)(=O)OCCCCCCC\C=C/CCC (8Z)-8-dodecen-1-ol acetate